8-((3,4,6-O-triacetyl-2-acetylamino-2-deoxy-β-D-galactopyranosyl)oxy)-3,6-dioxaoctanoic acid C(C)(=O)[C@]1([C@H]([C@@H](O[C@@H]([C@@]1(O)C(C)=O)COC(C)=O)OCCOCCOCC(=O)O)NC(C)=O)O